CS(=O)(=O)[O-].C(CCCCCCCC)[NH+]1CCC(CC1)CCC 1-Nonyl-4-propylpiperidinium methansulfonat